CC=1NC(=C(C(C1C(=O)OCCN(C)CC1=CC=CC=C1)C1=CC=CC=C1)C(=O)OC)C 3-(2-(benzyl(methyl)amino)ethyl) 5-methyl 2,6-dimethyl-4-phenyl-1,4-dihydropyridine-3,5-dicarboxylate